C1(CC1)C1=CC=C2C(=NC(N(C2=C1)C=1C(=NC=CC1)C)=O)NCCC(=O)NC 3-((7-cyclopropyl-1-(2-methylpyridin-3-yl)-2-oxo-1,2-dihydroquinazolin-4-yl)-amino)-N-methylpropanamide